glyceruronic acid O=C[C@H](O)C(=O)O